FC(N1N=CC(=C1)S(=O)(=O)Cl)(F)F 1-(trifluoromethyl)pyrazole-4-sulfonyl chloride